COC(C1=CC(=C(C(=C1)NC[C@H]1OCC1)N)C)=O (S)-4-amino-3-methyl-5-((oxetane-2-ylmethyl)amino)benzoic acid methyl ester